(((((R)-1-(6-Amino-9H-purin-9-yl)propan-2-yl)oxy)methyl)(phenoxyphosphoryl)amino)propyl propionate C(CC)(=O)OCCCN=P(=O)OC1=C(C=CC=C1)CO[C@@H](CN1C2=NC=NC(=C2N=C1)N)C